C[NH+]1[C@H]2CC[C@@H]1[C@H]([C@H](C2)O)C(=O)OC The molecule is the conjugate acid of ecgonine methyl ester arising from protonation of the tertiary amino group; major species at pH 7.3. It has a role as a human metabolite. It is a conjugate acid of an ecgonine methyl ester.